4-phenyl-3-(4-methylphenyl)-2H-chromen-2-one C1(=CC=CC=C1)C1=C(C(OC2=CC=CC=C12)=O)C1=CC=C(C=C1)C